FC(C1=NN(C=C1NC(=O)C=1N=C(SC1)C=1C=NNC1)CC1OCCC1)F N-[3-(difluoromethyl)-1-(tetrahydrofuran-2-ylmethyl)-1H-pyrazol-4-yl]-2-(1H-pyrazol-4-yl)-1,3-thiazole-4-carboxamide